O1CCN(CC1)CCCNC(=O)C=1C=C(NC1C1=C(C=CC=C1)[N+](=O)[O-])C1=CC=C(C=C1)C(F)(F)F N-(3-morpholinopropyl)-5-(2-nitrophenyl)-2-(4-(trifluoromethyl)phenyl)Azole-4-carboxamide